N-(4-(4-amino-5-(4-cyclopropoxyphenyl)pyrazolo[5,1-f][1,2,4]triazin-6-yl)phenyl)acrylamide NC1=NC=NN2C1=C(C(=N2)C2=CC=C(C=C2)NC(C=C)=O)C2=CC=C(C=C2)OC2CC2